O=C(C(C#N)=NNC1=CC=C(C=C1)OC1=CC=CC=C1)C 3-oxo-2-[2-(4-phenoxyphenyl)hydrazinylidene]butanenitrile